2-chloroethyl-(diethoxymethylsilane) ClCC[SiH2]C(OCC)OCC